4-(7-chlorothieno[2,3-c]pyridin-2-yl)-2-isobutyl-5-(5-methyl-1,3,4-oxadiazol-2-yl)-6-(2-(tetrahydro-2H-pyran-4-yl)ethyl)nicotinamide ClC=1N=CC=C2C1SC(=C2)C2=C(C(=NC(=C2C(=O)N)CC(C)C)CCC2CCOCC2)C=2OC(=NN2)C